C(=O)C1=C(C=NC(=C1O)C)COC1=C(C=CC(=C1)OP(=O)=N[C@H](C(=O)OC(C)C)C)C (2S)-Isopropyl 2-(((4-formyl-5-hydroxy-6-methylpyridin-3-yl)methoxy)(p-tolyloxy)phosphorylamino)propanoate